CC1=NC(=NC=2N([C@H](C(NC12)=O)C)C)NC1CN(C1)C(C1=CC(=C(C(=C1)F)F)F)=O (S)-4,7,8-trimethyl-2-((1-(3,4,5-trifluorobenzoyl)azetidin-3-yl)amino)-7,8-dihydropteridin-6(5H)-one